2-(1-((4'-(1,1,1,3,3,3-hexafluoro-2-hydroxypropan-2-yl)-2-methyl-[1,1'-biphenyl]-4-yl)methyl)-4-(pyridin-4-ylmethyl)piperazin-2-yl)-N-isopropylacetamide FC(C(C(F)(F)F)(O)C1=CC=C(C=C1)C1=C(C=C(C=C1)CN1C(CN(CC1)CC1=CC=NC=C1)CC(=O)NC(C)C)C)(F)F